NS(=NC(CC1=C(C=C(C=C1C(C)C)C1=CC2=CC=CC=C2C=C1)C(C)C)=O)(=O)C1=CN=C(S1)C(C)(C)O N-(amino(2-(2-hydroxypropan-2-yl)thiazol-5-yl)(oxo)-λ6-sulfaneylidene)-2-(2,6-diisopropyl-4-(naphthalen-2-yl)phenyl)acetamide